ClC1=CC(=CC=2C=CB(OC21)O)NC2=NN(C=C2C(=O)N)[C@@H]2COCC[C@H]2C#N 3-((8-chloro-2-hydroxy-2H-benzo[e][1,2]oxaborinin-6-yl)amino)-1-(trans-4-cyanotetrahydro-2H-pyran-3-yl)-1H-pyrazole-4-carboxamide